F[C@@H]1[C@H](C1)C(=O)N[C@@H](C1=C(C=CC=C1)NC(=O)N)C1=CC(=C(C=C1)C(C)C)F (1R,2S)-2-fluoro-N-((R)-(3-fluoro-4-isopropylphenyl)(2-ureidophenyl)methyl)cyclopropane-1-carboxamide